C(C)(C)C1=C(NC2=CC=C(C=C12)C1CN(C1)C(C)C)C=1C(=C(C(N(C1)C)=O)C)C 5-(3-Isopropyl-5-(1-isopropylazetidin-3-yl)-1H-indol-2-yl)-1,3,4-trimethylpyridin-2(1H)-on